3-phenyl-6-(2-thienyl)imidazo[1,2-b]pyridazine C1(=CC=CC=C1)C1=CN=C2N1N=C(C=C2)C=2SC=CC2